FC([C@](CNC(=O)C1=NC(=C(C=C1N)C(F)(F)F)C1=C(C=C(C=C1)Cl)Cl)(C)O)(F)F 3-amino-6-(2,4-dichloro-phenyl)-5-trifluoromethyl-pyridine-2-carboxylic acid ((R)-3,3,3-trifluoro-2-hydroxy-2-methylpropyl)-amide